[4-(cyclopropylsulfonyl)benzyl]-6-methyl-5-(5-methyl-1,3,4-oxadiazol-2-yl)-2-oxo-1-[3-(trifluoromethyl)phenyl]-1,2-dihydropyridine-3-carboxamide C1(CC1)S(=O)(=O)C1=CC=C(CC2=C(C(N(C(=C2C=2OC(=NN2)C)C)C2=CC(=CC=C2)C(F)(F)F)=O)C(=O)N)C=C1